zinc oxyselenide O=[Se].[Zn]